N-((5-(2,6-dioxopiperidin-3-yl)-4-oxo-5,6-dihydro-4H-thieno[3,4-c]pyrrol-1-yl)methyl)-2-(4-(pyrrolidin-1-yl)phenyl)acetamide O=C1NC(CCC1N1CC=2C(C1=O)=CSC2CNC(CC2=CC=C(C=C2)N2CCCC2)=O)=O